(2R,3R,4S,5R)-2-(4-chloro-7H-pyrrolo[2,3-d]pyrimidin-7-yl)-5-(hydroxymethyl)tetrahydrofuran-3,4-diol ClC=1C2=C(N=CN1)N(C=C2)[C@@H]2O[C@@H]([C@H]([C@H]2O)O)CO